2-(2-fluoro-4-(methylsulfonyl)phenyl)-6-(4-(8-isopropyl-3,8-diazabicyclo[3.2.1]oct-3-yl)phenyl)-1-methyl-1H-pyrrolo[3,2-b]pyridine FC1=C(C=CC(=C1)S(=O)(=O)C)C1=CC2=NC=C(C=C2N1C)C1=CC=C(C=C1)N1CC2CCC(C1)N2C(C)C